NCCCC(=O)O L-4-aminobutyric acid